allyldioxaborolan C(C=C)B1OOCC1